7'-(2-((2-ethyl-6-(piperazin-1-yl)pyridin-3-yl)amino)-5-(trifluoromethyl)pyrimidin-4-yl)-2',3'-dihydrospiro[cyclopropane-1,5'-thieno[3,2-e][1,4]oxathiepine] 1',1'-dioxide C(C)C1=NC(=CC=C1NC1=NC=C(C(=N1)C1=CC=2S(CCOC3(C2S1)CC3)(=O)=O)C(F)(F)F)N3CCNCC3